3-(5-(ethyl(2-(ethylamino)cyclohexyl)amino)-1-oxoisoindolin-2-yl)piperidine-2,6-dione C(C)N(C=1C=C2CN(C(C2=CC1)=O)C1C(NC(CC1)=O)=O)C1C(CCCC1)NCC